N'-(ethyne-1,2-diylbis(2,1-phenylene))bis(4-methylbenzenesulfonamide) C(#CC1=C(C=CC=C1)C1=C(C=CC(=C1)C)S(=O)(=O)N)C1=C(C=CC=C1)C1=C(C=CC(=C1)C)S(=O)(=O)N